C(C)(C)C=1C=C(CNC(=O)C=2OC=C(N2)C2=NC(=NC=C2C)NC2=CC=NN2C)C=CC1 N-(3-isopropylbenzyl)-4-(5-methyl-2-((1-methyl-1H-pyrazol-5-yl)amino)pyrimidin-4-yl)oxazole-2-carboxamide